[NH+]=1N[N+](=C2N=CC=CC21)[O-] [1,2,3]triazolo[4,5-b]pyridine-1-ium 3-oxide